benzyl N-(5,5-difluoro-2-oxocyclohexyl)carbamate (4,4-difluorocyclohexylidene)amino-4-methylbenzene-1-sulfonate FC1(CCC(CC1)=NC1=C(C=CC(=C1)C)S(=O)(=O)O)F.FC1(CCC(C(C1)NC(OCC1=CC=CC=C1)=O)=O)F